FC=1C=C(C(=C(C1)NC(OC(C)(C)C)=O)OC)C1=NC=C(N=C1)C(C)C t-butyl (5-fluoro-2-methoxy-3-(5-isopropyl pyrazin-2-yl)phenyl)carbamate